C(C)(C)(C)CC(=O)C1=CC=NN1 tert-butyl-1-(1H-pyrazol-5-yl)ethan-1-one